FC1=CC(=C(C(=C1)C(C)C)NC(=O)N=S(=O)(N)C1=CC=C(C=C1)C(C)(C)O)C(C)C N'-(4-fluoro-2,6-diisopropylphenylcarbamoyl)-4-(2-hydroxypropan-2-yl)benzenesulfonimidamide